FC1(CCC(CC1)CN1C2CNCC1C2)F 6-[(4,4-difluorocyclohexyl)methyl]-3,6-diazabicyclo[3.1.1]heptane